dimethyl-isopropoxysilane C[SiH](OC(C)C)C